CN(C(CCN(C1=CC=C(C=C1)N\C(=C\1/C(NC=2C1=NC=C(C2)C(=O)OC)=O)\C2=CC=CC=C2)C)=O)C (Z)-methyl 3-(((4-((3-(dimethylamino)-3-oxopropyl) (methyl) amino) phenyl) amino) (phenyl) methylene)-2-oxo-2,3-dihydro-1H-pyrrolo[3,2-b]pyridine-6-carboxylate